CC1N(CCNC1)C=1C(=CC(=C(C1)C1=CC=C(N)C=C1)S(=O)(=O)O)N 5-(2-methylpiperazine-1-yl)sulfobenzidine